tert-butyl (tert-butoxycarbonylamino)(2-(3-chloro-6-(3,4-dichlorobenzylamino)-9H-carbazol-9-yl)ethylamino)methylenecarbamate C(C)(C)(C)OC(=O)NC(NCCN1C2=CC=C(C=C2C=2C=C(C=CC12)Cl)NCC1=CC(=C(C=C1)Cl)Cl)=NC(OC(C)(C)C)=O